FC1=CC2=C(N(C(=N2)NC(CC2(CC2)C(F)(F)F)=O)C2(CCC2)C)C=C1F N-(5,6-difluoro-1-(1-methylcyclobutyl)-1H-benzo[d]imidazol-2-yl)-2-(1-(trifluoromethyl)cyclopropyl)acetamide